BrCCC1=CC=C(C=C1)C=1C=C2C(=NC=NN2C1)C1=CC(=C(CNC(OC(C)(C)C)=O)C=C1)C tert-butyl (4-(6-(4-(2-bromoethyl)phenyl)pyrrolo[2,1-f][1,2,4]triazin-4-yl)-2-methylbenzyl)carbamate